(S)-2-amino-4-methylpent-4-enoic acid N[C@H](C(=O)O)CC(=C)C